FC1=CC=C(C=C1)C1=NN(C=C1C=1C2=C(N=CN1)OC(=C2)C2=CC=CC=C2)CCNC(OC(C)(C)C)=O tert-Butyl (2-(3-(4-fluorophenyl)-4-(6-phenylfuro[2,3-d]pyrimidin-4-yl)-1H-pyrazol-1-yl)ethyl)carbamate